butyl 7-(((2S,3R)-1,3-bis(benzyloxy)-1-oxobutan-2-yl)amino)-1-oxo-2,5-diazaspiro[3.4]octane-5-carboxylate C(C1=CC=CC=C1)OC([C@H]([C@@H](C)OCC1=CC=CC=C1)NC1CN(C2(CNC2=O)C1)C(=O)OCCCC)=O